4-(difluoromethyl)-6-methyl-2-thioxo-1,2-dihydropyridine FC(C1=CC(NC(=C1)C)=S)F